COCOC1=C(C=CC=C1)C1=CC(NCC1)=O 4-(2-(methoxymethoxy)phenyl)-5,6-dihydropyridin-2(1H)-one